P(O)(=O)(OP(=O)(O)OP(=O)(O)O)OC[C@@H]1[C@H]([C@H]([C@@H](O1)C1=C(N(C(=O)NC1=O)C)N=[N+]=[N-])O)O 1-methyl-6-azido-pseudouridine triphosphate